N-(2-Chloro-3-{(4S)-2-imino-4-methyl-1-[(2R*,4R*)-2-methyl-tetrahydropyran-4-yl]-6-oxo-hexahydropyrimidin-4-yl}phenyl)-6-methoxypyrazine-2-carboxamide hydrochloride Cl.ClC1=C(C=CC=C1[C@]1(NC(N(C(C1)=O)[C@H]1C[C@H](OCC1)C)=N)C)NC(=O)C1=NC(=CN=C1)OC |o1:15,17|